C[C@@H](CCCC)CC=CCCCCCCCCCCCC (S)-5-methyl-7-eicosene